[N+](=O)([O-])C1=CC=C(OC(=O)OC2C#CCCCCC2)C=C1 3-(4-nitrophenoxycarbonyl)oxycyclooctyne